CC1=C(C=C(C(=O)NC=2C=NC=C(C2)C(F)(F)F)C=C1)[C@H]1CN(CC1)C=1C=NN2C1N=CC=C2 (S)-4-methyl-3-(1-(pyrazolo[1,5-a]pyrimidin-3-yl)pyrrolidin-3-yl)-N-(5-(trifluoromethyl)pyridin-3-yl)benzamide